1-(cyclopropylethyl)piperazine C1(CC1)CCN1CCNCC1